C1(=C(C=CC=C1)NC(OCC)=O)NC(OCC)=O diethyl phenylenedicarbamate